ClC1=CC=C(COC=2C=CC(=C(C2)O)C=2NC=C(N2)C(F)(F)F)C=C1 5-((4-chlorobenzyl)oxy)-2-(4-(trifluoromethyl)-1H-imidazol-2-yl)phenol